BrC1=CC=CC2=C1SC(=C2C=O)C#N 7-bromo-3-formylbenzo[b]thiophene-2-carbonitrile